1-(7-bromoimidazo[1,2-a]pyridin-3-yl)dihydropyrimidine-2,4(1H,3H)-dione BrC1=CC=2N(C=C1)C(=CN2)N2C(NC(CC2)=O)=O